rac-benzyl N-[(1S*,3R*)-3-hydroxycyclopentyl]carbamate O[C@H]1C[C@H](CC1)NC(OCC1=CC=CC=C1)=O |r|